BrC=1C=C2C(=CN(C2=CC1)C(=O)OC(C)(C)C)C(=O)OC 1-tert-butyl 3-methyl 5-bromoindole-1,3-dicarboxylate